24-(1-hydroxyethyl)-5a-cholane-3β,4β-diol OC(C)CCC[C@@H](C)[C@H]1CC[C@H]2[C@@H]3CC[C@H]4[C@H]([C@H](CC[C@]4(C)[C@H]3CC[C@]12C)O)O